7-methoxy-4-methyl-6-(1-methyl-1H-pyrazol-4-yl)-1,2,3,4-tetrahydroquinoline COC1=C(C=C2C(CCNC2=C1)C)C=1C=NN(C1)C